C(C)(C)(C)OC(=O)N1CCC(CC1)C(CCOS(=O)(=O)C)C=1NC(=C(N1)C1=CC(=C(C=C1)OC1=CC=CC=C1)OC)C(=O)OC 4-(1-(4-(3-methoxy-4-phenoxyphenyl)-5-(methoxycarbonyl)-1H-imidazol-2-yl)-3-((methylsulfonyl)oxy)propyl)piperidine-1-carboxylic acid tert-butyl ester